p-formyl-dimethylaniline C(=O)C1=CC=C(N(C)C)C=C1